The molecule is a 1,2-diacyl-sn-glycero-3-phosphocholine in which the acyl groups specified at positions 1 and 2 are palmitoyl (hexadecanoyl) and (9E,13E)-octadeca-9,13-dienoyl respectively. CCCCCCCCCCCCCCCC(=O)OC[C@H](COP(=O)(O)OCC[N+](C)(C)C)OC(=O)CCCCCCC/C=C/CC/C=C/CCCC